tert-butyl 4-[4-[(2,6-dibenzyloxy-3-pyridyl)amino]-2-methyl-phenyl]-3,6-dihydro-2H-pyridine-1-carboxylate C(C1=CC=CC=C1)OC1=NC(=CC=C1NC1=CC(=C(C=C1)C=1CCN(CC1)C(=O)OC(C)(C)C)C)OCC1=CC=CC=C1